ClCCC1C2C=CC(C1)C2 5-(2-chloroethyl)-bicyclo(2.2.1)hept-2-ene